8-bromo-1-(4-chloro-3-(trifluoromethyl)benzyl)-3,7-dimethyl-3,7-dihydro-1H-purine-2,6-dione BrC1=NC=2N(C(N(C(C2N1C)=O)CC1=CC(=C(C=C1)Cl)C(F)(F)F)=O)C